tert-butyl (2-((S)-5-((tert-butoxycarbonyl)amino)hexyl)pyridin-4-yl)(1-(tert-butyl)-3-((1S,3R)-3-(((4-nitrophenoxy)carbonyl)oxy)cyclopentyl)-1H-pyrazol-5-yl)carbamate C(C)(C)(C)OC(=O)N[C@H](CCCCC1=NC=CC(=C1)N(C(OC(C)(C)C)=O)C1=CC(=NN1C(C)(C)C)[C@@H]1C[C@@H](CC1)OC(=O)OC1=CC=C(C=C1)[N+](=O)[O-])C